2-(3-acetyl-5-(2-aminoacetamido)-1H-indol-1-yl)-N-(2-((3-chloro-2-fluorobenzyl)amino)-2-oxoethyl)-N-cyclopropylacetamide C(C)(=O)C1=CN(C2=CC=C(C=C12)NC(CN)=O)CC(=O)N(C1CC1)CC(=O)NCC1=C(C(=CC=C1)Cl)F